2-pyrido[2,3-d]pyrimidin-4-yl-2,7-diazaspiro[3.5]nonane-7-carboxylate N1=CN=C(C2=C1N=CC=C2)N2CC1(C2)CCN(CC1)C(=O)[O-]